C12CN(CC2C1)C=1OC2=C(N1)C=CC(=C2)N2C=C(C(C=C2C2=CC(=C(C=C2)N2C[C@H](CC2)F)C#N)=O)C(=O)O 1-(2-(3-Azabicyclo[3.1.0]hexane-3-yl)benzo[d]oxazol-6-yl)-6-(3-cyano-4-((S)-3-fluoropyrrolidin-1-yl)phenyl)-4-oxo-1,4-dihydropyridine-3-carboxylic acid